12-Benzyloxydodecan-1-ol C(C1=CC=CC=C1)OCCCCCCCCCCCCO